C(N)(=O)[C@H]1N(C[C@@]2(C(NC3(CC3)CC2)=O)C1)C(=O)OC(C)(C)C tert-butyl (6s,9S)-9-carbamoyl-5-oxo-4,8-diazadispiro[2.2.46.23]dodecane-8-carboxylate